FC=1C(=NC=CC1)CNC(=O)C=1C=NNC1 N-[(3-fluoropyridin-2-yl)methyl]-1H-pyrazole-4-carboxamide